BrC1=CC=CC=2C3=CC=CC=C3CC12 bromo-9H-fluorene